C(C=C)[Pd]Cl allyl-palladium chloride